α-D-glucopyranoside-6-yl phenyl phosphate P(=O)(OC([C@@H]1[C@H]([C@@H]([C@H]([C@@H](O)O1)O)O)O)O)(OC1=CC=CC=C1)[O-]